ClC1=CC=C(C(=N1)C(=O)NS(=O)(=O)C)N[C@H](C)C=1C=C(C=C2C(N(C(=NC12)N1CCN(CC1)C1=NC=C(C=N1)Cl)C)=O)C (R)-6-chloro-3-((1-(2-(4-(5-chloropyrimidin-2-yl)piperazin-1-yl)-3,6-dimethyl-4-oxo-3,4-dihydroquinazolin-8-yl)ethyl)amino)-N-(methylsulfonyl)picolinamide